C(N1N=CC(=C1)C#C[Si](C)(C)C)([2H])([2H])[2H] 1-(methyl-d3)-4-((trimethylsilyl)ethynyl)-1H-pyrazole